FN1C(N([C@H]2CC[C@@H](CO)O2)C=C(C1=O)C)=O 3'-deoxy-3-fluorothymidine